C1(=CC=CC=C1)C1CCC(O1)C(=O)O 5-phenyltetrahydrofuran-2-carboxylic acid